5-((S)-2-hydroxypropyl)4,5,6,7-tetrahydrothiazolo[5,4-c]pyridine-2-carboxamide O[C@H](CN1CC2=C(CC1)N=C(S2)C(=O)N)C